(Z)-4-(1-(4-amino-2-fluorobut-2-en-1-yl)-2-(trifluoromethyl)-1H-benzo[d]imidazole-4-yl)-N-(tert-butyl)benzenesulfonamide hydrochloride Cl.NC\C=C(\CN1C(=NC2=C1C=CC=C2C2=CC=C(C=C2)S(=O)(=O)NC(C)(C)C)C(F)(F)F)/F